FC(C(O)C1=CC(=CC(=C1)N1CCN(CC1)C1=CC=C(C=C1)B1OC(C(O1)(C)C)(C)C)F)(F)F 2,2,2-trifluoro-1-(3-fluoro-5-(4-(4-(4,4,5,5-tetramethyl-1,3,2-dioxaborolan-2-yl)phenyl)piperazin-1-yl)phenyl)ethan-1-ol